C(#N)C=1C=NN2C1N(C(C1=C2N=C(C=C1)C(F)(F)F)=O)CC(=O)NC1=NC=C(C=C1)F 2-(3-cyano-5-oxo-8-(trifluoromethyl)pyrazolo[1,5-a]pyrido[3,2-e]pyrimidin-4(5H)-yl)-N-(5-fluoropyridin-2-yl)acetamide